C12(CC(C1)C2)C(=O)N2[C@H]([C@H](C(C2)(F)F)NS(=O)(=O)CC)CC=2C(=C(C=CC2)C2=CC=CC=C2)F N-{(2S,3R)-1-(bicyclo[1.1.1]pentane-1-carbonyl)-4,4-difluoro-2-[(2-fluoro[1,1'-biphenyl]-3-yl)methyl]pyrrolidin-3-yl}ethanesulfonamide